3-cyclopropyl-4-(4-cyclopropylsulfonyl-3-methyl-phenyl)-N-methyl-1H-pyrazolo[3,4-c]pyridine-5-carboxamide C1(CC1)C1=NNC2=CN=C(C(=C21)C2=CC(=C(C=C2)S(=O)(=O)C2CC2)C)C(=O)NC